Cl.[N+](=O)([O-])C1=CC=C(NC([C@@H](N)CCCNC(N)=N)=O)C=C1 L-arginine 4-nitroanilide hydrochloride